N[C@@H](CC(=O)OCC)C=1C=C(C(=CC1)OC)C1=CC(=CC=C1)OC ethyl (S)-3-amino-3-(3',6-dimethoxybiphenyl-3-yl)propanoate